2-(2-(hydroxymethyl)-5-nitrophenyl)ethan-1-ol OCC1=C(C=C(C=C1)[N+](=O)[O-])CCO